6-(3',5'-difluoro-[1,1'-Biphenyl]-4-yl)-2-Methyl-1H-benzo[d]Imidazol FC=1C=C(C=C(C1)F)C1=CC=C(C=C1)C=1C=CC2=C(NC(=N2)C)C1